7-(5-Chloro-2-((tetrahydro-2H-pyran-4-yl)amino)pyrimidin-4-yl)-3,4-dihydropyrrolo[1,2-a]pyrazin-1(2H)-one ClC=1C(=NC(=NC1)NC1CCOCC1)C=1C=C2N(CCNC2=O)C1